C(C)OC=CC=1C(=NC(=NC1OC)N(CC1=CC=C(C=C1)OC)CC1=CC=C(C=C1)OC)OC [5-(2-ethoxy-vinyl)-4,6-dimethoxy-pyrimidin-2-yl]-bis-(4-methoxybenzyl)-amine